1-(4-(3-isopropyl-2-(1H-pyrazolo[3,4-b]pyridin-4-yl)-1H-indol-5-yl)-[1,4'-bipiperidin]-1'-yl)ethan-1-one C(C)(C)C1=C(NC2=CC=C(C=C12)C1CCN(CC1)C1CCN(CC1)C(C)=O)C1=C2C(=NC=C1)NN=C2